1-bromo-4-(bromomethyl)-2-nitro-benzene BrC1=C(C=C(C=C1)CBr)[N+](=O)[O-]